CC(=CCC1(CC(C2OC3=CC(=CC=C3C(C2)O)O)=CC=C1)O)C 3'-(3-methylbut-2-enyl)-3',4,7-trihydroxyflavan